CN(C(C(C)O)=O)C N,N-dimethyl-2-hydroxypropanoic amide